(chlorononyl)(triethoxy)silane ClCCCCCCCCC[Si](OCC)(OCC)OCC